1-(5-(2-aminopyrimidin-4-yl)-4-methylthiazol-2-yl)-3-(4-((4-isopropylpiperazin-1-yl)methyl)-3-(trifluoromethyl)phenyl)urea NC1=NC=CC(=N1)C1=C(N=C(S1)NC(=O)NC1=CC(=C(C=C1)CN1CCN(CC1)C(C)C)C(F)(F)F)C